1-(3-(hydroxymethyl)-4-methoxyphenyl)cyclopropanecarboxylic acid OCC=1C=C(C=CC1OC)C1(CC1)C(=O)O